(3R,4S)-4-((6-(4-((5-chloro-2-fluorophenyl)sulfonylamino)phenyl)-3-methyl-1H-pyrazolo[3,4-d]Pyrimidin-4-yl)oxy)-3-fluoropiperidine-1-carboxylic acid tert-butyl ester C(C)(C)(C)OC(=O)N1C[C@H]([C@H](CC1)OC1=C2C(=NC(=N1)C1=CC=C(C=C1)NS(=O)(=O)C1=C(C=CC(=C1)Cl)F)NN=C2C)F